FC1(OC2=C(O1)C=CC=C2)F 2,2-difluorobenzo[d][1,3]dioxolan